imidazo[2,1]thiazole N1SC=C2C1=NC=N2